CC=1OC2=C(C1C(=O)OCC)C=C(C=C2)OCC=2C(=NC=CC2)C(F)(F)F ethyl 2-methyl-5-((2-(trifluoromethyl)pyridin-3-yl)methoxy)benzofuran-3-carboxylate